4-(2-(4-aminopiperidin-1-yl)-7-azaspiro[3.5]nonan-7-yl)-2-(2,6-dioxopiperidin-3-yl)isoindoline-1,3-dione NC1CCN(CC1)C1CC2(C1)CCN(CC2)C2=C1C(N(C(C1=CC=C2)=O)C2C(NC(CC2)=O)=O)=O